BrC1=C(C=C(C#N)C=C1)N1C2=CC=C(C=C2C=2C=C(C=CC12)C(C)(C)C)C(C)(C)C 4-bromo-3-(3,6-di-tert-butyl-9H-carbazole-9-yl)benzonitrile